N-ethoxy-2-phenylpropanimidamide cyanide [C-]#N.C(C)ONC(C(C)C1=CC=CC=C1)=N